2-N,N-dimethyl-1,3,5-triazine-2,4-diamine CN(C1=NC=NC(=N1)N)C